CC1=CC=C(CN2C=C([C@H]3[C@H](O)[C@H](O)[C@@H](CO)O3)C(NC2=O)=O)C=C1 1-(4-Methylbenzyl)pseudouridine